[Cl-].C(CC)[N+](C)(C)C propyl-N,N,N-trimethylammonium chloride